O=S1CCNCC1 1-oxo-1,4-thiazinane